(E)-2-((R)-1,2-dimethylpyrrolidin-2-yl)-N-((3-hydroxy-1,2,3,5,6,7-hexahydro-s-indacen-4-yl)carbamoyl)ethene-1-sulfonamide CN1[C@@](CCC1)(C)/C=C/S(=O)(=O)NC(NC1=C2C(CCC2=CC=2CCCC12)O)=O